2-(2-(4-(4-(3-(3-hydroxypyrrolidin-1-yl)propoxy)phenyl)indoline-1-carbonyl)-6,7-dihydrothiazolo[5,4-c]pyridin-5(4H)-yl)acetic acid OC1CN(CC1)CCCOC1=CC=C(C=C1)C1=C2CCN(C2=CC=C1)C(=O)C=1SC=2CN(CCC2N1)CC(=O)O